3-[6-(2-carboxyacetyl)-1,3,5,7-tetraoxo-1,2,3,5,6,7-hexahydro-s-indacen-2-yl]-3-oxopropanoic acid C(=O)(O)CC(=O)C1C(C=2C=C3C(C(C(C3=CC2C1=O)=O)C(CC(=O)O)=O)=O)=O